methyl (E,2S)-2-amino-4-oxo-hept-5-enoate N[C@H](C(=O)OC)CC(\C=C\C)=O